FCC(C)(C)NC(=O)C=1C=2C[C@@H]3[C@H](C2N(N1)C1=NC=C(N=C1)C(F)(F)F)C3 (1aR,5aR)-2-(5-Trifluoromethyl-pyrazin-2-yl)-1a,2,5,5a-tetrahydro-1H-2,3-diaza-cyclopropa[a]pentalene-4-carboxylic acid (2-fluoro-1,1-dimethyl-ethyl)-amide